(S)-(3-(aminomethyl)-3-fluoropiperidin-1-yl)(3,4-dichloro-5-fluoro-1H-indol-2-yl)methanone NC[C@@]1(CN(CCC1)C(=O)C=1NC2=CC=C(C(=C2C1Cl)Cl)F)F